tert-Butyl 4-(2-((4-cyano-2-fluorobenzyl)oxy)pyrimidin-4-yl)-3,6-dihydropyridine-1(2H)-carboxylate C(#N)C1=CC(=C(COC2=NC=CC(=N2)C=2CCN(CC2)C(=O)OC(C)(C)C)C=C1)F